5-(cyclopropanecarbonyl)-2,2-dimethyl-1,3-dioxane C1(CC1)C(=O)C1COC(OC1)(C)C